N-(7-(1-methyl-1H-imidazol-4-yl)-2-(4-(trifluoromethyl)phenyl)-1H-indol-5-yl)acrylamide CN1C=NC(=C1)C=1C=C(C=C2C=C(NC12)C1=CC=C(C=C1)C(F)(F)F)NC(C=C)=O